FC1=CC=C(C=C1)[C@H]1[C@@H](CN(C1)CCOC)NC(=O)NC1=C(C(=NN1C1=CC=CC=C1)C1=CN(C(C=C1)=O)C(C)C)C 1-((3s,4r)-4-(4-fluorophenyl)-1-(2-methoxyethyl)pyrrolidin-3-yl)-3-(3-(1-isopropyl-6-oxo-1,6-dihydropyridin-3-yl)-4-methyl-1-phenyl-1H-pyrazol-5-yl)urea